Cl.Cl.N1N=CC(=C1)CN 1-(1H-pyrazol-4-yl)methylamine dihydrochloride